Cl.FC1=C(C=CC=C1)NN (2-Fluorophenyl)hydrazin hydrochlorid